FC(C1=CC=C(C=C1)C=1N=C2SC3=C(N2C1)C=CC=C3CCC(=O)NCCOCCNC(OC(C)(C)C)=O)(F)F tert-butyl (2-(2-(3-(2-(4-(trifluoromethyl)phenyl)benzo[d]imidazo[2,1-b]thiazol-8-yl)propanamido)ethoxy)ethyl)carbamate